(E)-2-(2-ethoxy-5-((4-methylpiperazin-1-yl)sulfonyl)phenyl)-5-methyl-4-oxo-7-propyl-3,4-dihydropyrrolo[2,1-f][1,2,4]triazine-6-carbaldehyde oxime C(C)OC1=C(C=C(C=C1)S(=O)(=O)N1CCN(CC1)C)C1=NN2C(C(N1)=O)=C(C(=C2CCC)/C=N/O)C